COC=1C=C2C(N=C(S2)C2=C3N=CC(=NC3=CC(=C2)C)COC)=C(C1)C#N 6-methoxy-2-(2-(methoxymethyl)-7-methylquinoxalin-5-yl)benzo[d]thiazole-4-carbonitrile